Cl.ClCC=1N2C(SC1)=NC(C2)(C)CC2=CC=C(C=C2)OC 3-(chloromethyl)-6-(4-methoxybenzyl)-6-methyl-5,6-dihydroimidazo[2,1-b]Thiazole hydrochloride